N-[1-benzyl-3-(3-chloro-2-methylphenyl)piperidin-3-yl]-2-chloroacetamide C(C1=CC=CC=C1)N1CC(CCC1)(C1=C(C(=CC=C1)Cl)C)NC(CCl)=O